CC(C)OC1=CC=C(C=C1)C=1C=NC=2N(C1)N=CC2C2=CC=NC1=CC=CC=C21 4-[6-[4-(1-Methyl-ethoxy)phenyl]pyrazolo[1,5-a]pyrimidin-3-yl]-quinoline